(E)-2-{[(1-hydroxybut-2-yl)imino]methyl}phenol OCC(CC)\N=C\C1=C(C=CC=C1)O